4,4'-di-n-hexoxyazoxybenzene C(CCCCC)OC1=CC=C(C=C1)[N+]([O-])=NC1=CC=C(C=C1)OCCCCCC